(S)-9-[2-(3-Methyl-isoxazol-4-yl)-2-oxo-ethyl]-2-((R)-3-methyl-morpholin-4-yl)-8-trifluoromethyl-6,7,8,9-tetrahydro-pyrimido[1,2-a]-pyrimidin-4-one CC1=NOC=C1C(CN1[C@@H](CCN2C1=NC(=CC2=O)N2[C@@H](COCC2)C)C(F)(F)F)=O